tert-Butyl (trans-4-(2-(4-(6-fluorobenzo[d]isoxazol-3-yl)piperidin-1-yl)ethyl)cyclohexyl)carbamate FC1=CC2=C(C(=NO2)C2CCN(CC2)CC[C@@H]2CC[C@H](CC2)NC(OC(C)(C)C)=O)C=C1